(7-methoxy-2-methyl-2H-pyrazolo[4,3-b]pyridin-5-yl)-2-(6-(1-(tetrahydro-2H-pyran-4-yl)azetidin-3-yl)pyridazin-3-yl)phenol hydrochloride Cl.COC=1C=2C(N=C(C1)C=1C(=C(C=CC1)O)C=1N=NC(=CC1)C1CN(C1)C1CCOCC1)=CN(N2)C